NC1=C(C(=O)NC2CC2)C=C(C=C1I)Br 2-amino-5-bromo-N-cyclopropyl-3-iodo-benzamide